BrC1=CC(=CC(=C1)C(F)(F)F)S(=O)(=O)C 1-bromo-3-methylsulfonyl-5-(trifluoromethyl)benzene